propylpiperidinium C(CC)[NH+]1CCCCC1